2-amino-1-(4-methoxyphenyl)ethane NCCC1=CC=C(C=C1)OC